(S)-1-((S)-8-(4'-(2-Aminoethyl)biphenyl-3-ylsulfonyl)-1-oxa-8-azaspiro[4.5]decan-3-ylamino)-3-(3-(1-(hydroxymethyl)cyclopropylsulfonyl)phenoxy)propan-2-ol NCCC1=CC=C(C=C1)C1=CC(=CC=C1)S(=O)(=O)N1CCC2(C[C@@H](CO2)NC[C@@H](COC2=CC(=CC=C2)S(=O)(=O)C2(CC2)CO)O)CC1